O[C@@H](CNC(C(=O)C1=CC(=C2CCCCN12)C(=O)NC1=CC(=C(C=C1)F)C)=O)CO (S)-3-(2-((2,3-dihydroxypropyl)amino)-2-oxoacetyl)-N-(4-fluoro-3-methylphenyl)-5,6,7,8-tetrahydroindolizine-1-carboxamide